C(C)(C)(C)OC(=O)N[C@H](C(=O)OC(C)(C)C)CC(=O)N1CC(CCC1)(F)F tert-butyl (S)-2-((tert-butoxycarbonyl)amino)-4-(3,3-difluoropiperidine-1-yl)-4-oxobutanoate